FC(C=1C(=C(C=CC1)CC)F)F 1-(3-(difluoromethyl)-2-fluorophenyl)ethane